6-chloro-2,3,4-triphenylquinoline ClC=1C=C2C(=C(C(=NC2=CC1)C1=CC=CC=C1)C1=CC=CC=C1)C1=CC=CC=C1